C1(CC1)C1=C2C=C(C=NC2=CC(=C1)[N+](=O)[O-])C 5-cyclopropyl-3-methyl-7-nitroquinoline